1-((1S,3aS,3bR,5aS,7R,10aS,10bS,12aS)-7-hydroxy-7,10a,12a-trimethyloctadecahydrocyclohepta[a]cyclopenta[f]naphthalen-1-yl)ethan-1-one O[C@]1(C[C@H]2[C@@]([C@H]3CC[C@]4([C@H]([C@@H]3CC2)CC[C@@H]4C(C)=O)C)(CCC1)C)C